6-methoxy-2-(4-pyridyl)quinoline COC=1C=C2C=CC(=NC2=CC1)C1=CC=NC=C1